4'-((2-butyl-4-oxo-1,3-diazaspiro[4.4]non-1-en-3-yl)methyl)-2'-(ethoxymethyl)-[1,1'-biphenyl]-2-sulfonamide C(CCC)C1=NC2(C(N1CC1=CC(=C(C=C1)C=1C(=CC=CC1)S(=O)(=O)N)COCC)=O)CCCC2